CC1=CC=C(C=C1)S(=O)(=O)OC1=C(C=CC=C1)C1=CC=C(C=C1)NC(N)=O 4-[[(4-methylphenyl)sulfonyl]oxylphenyl]-N'-phenylurea